BrC1=CC(=C2C(=NC=NC2=C1)O)C(F)(F)F 7-bromo-5-(trifluoromethyl)quinazolin-4-ol